1-ethyl-3-methylimidazolium 2,3-diaminopropionate NC(C(=O)[O-])CN.C(C)N1C=[N+](C=C1)C